di(2-propylphenyl)silane C(CC)C1=C(C=CC=C1)[SiH2]C1=C(C=CC=C1)CCC